S1N=CCC1 isothiazolin